O=C1NC(CCC1N1C(C2=CC=C(C=C2C1=O)N1CCN(CC1)C1CN(CC1)C(=O)OC(C)(C)C)=O)=O tert-butyl 3-(4-(2-(2,6-dioxopiperidin-3-yl)-1,3-dioxoisoindolin-5-yl)piperazin-1-yl)pyrrolidine-1-carboxylate